C(=C)C=1C=C(C(=C(C1)S(=O)(=O)O)O)S(=O)(=O)O 5-ethenyl-2-hydroxy-1,3-benzenedisulfonic acid